ClC=1C=C(C=C(C1)NS(=O)(=O)C)NC(=O)C1=CN(C(=C1)C)C1=NC=C(C=N1)S(=O)(=O)C N-(3-chloro-5-(methylsulfonamido)phenyl)-5-methyl-1-(5-(methylsulfonyl)pyrimidin-2-yl)-1H-pyrrole-3-carboxamide